CNC1=C2N=CN(C2=NC(=N1)N1CCOCC1)N=CC1=CC(=CC=C1)C N-methyl-9-((3-methylbenzylidene)amino)-2-morpholino-9H-purin-6-amine